N1=CC=CC=2CN(CCC12)C1=C2C=CC(=CC2=CC=C1)C(=O)N1C[C@@H](CCC1)C (R)-(5-(7,8-dihydro-1,6-naphthyridin-6(5H)-yl)naphthalen-2-yl)(3-methylpiperidin-1-yl)methanone